The molecule is a macrolide antibiotic produced by certain strains of Streptomyces narbonensis var. josamyceticus. It has a role as an antibacterial drug and a metabolite. It is a macrolide antibiotic, an aldehyde, a tertiary amino compound, a tertiary alcohol, an acetate ester, a disaccharide derivative and a glycoside. C[C@@H]1C/C=C/C=C/[C@@H]([C@@H](C[C@@H]([C@@H]([C@H]([C@@H](CC(=O)O1)OC(=O)C)OC)O[C@H]2[C@@H]([C@H]([C@@H]([C@H](O2)C)O[C@H]3C[C@@]([C@H]([C@@H](O3)C)OC(=O)CC(C)C)(C)O)N(C)C)O)CC=O)C)O